(E)-5-(3-(4,6-dimethylpyridin-3-yl)acryloyl)-4-methylthieno[2,3-b]pyridin-6(7H)-one CC1=C(C=NC(=C1)C)/C=C/C(=O)C1=C(C2=C(NC1=O)SC=C2)C